tert-butyl 4-((1,4-dioxo-1,4-dihydronaphthalen-2-yl)amino)benzoate O=C1C(=CC(C2=CC=CC=C12)=O)NC1=CC=C(C(=O)OC(C)(C)C)C=C1